thiolselon S1(C=CC=C1)=[Se]